racemic-7-(6-(1-(2,2-difluoro-1-(4-fluorophenyl)propyl)-3-methyl-1H-pyrazol-4-yl)pyrazin-2-yl)-8-fluoro-[1,2,4]triazolo[1,5-a]pyridin-2-amine FC([C@@H](C1=CC=C(C=C1)F)N1N=C(C(=C1)C1=CN=CC(=N1)C1=C(C=2N(C=C1)N=C(N2)N)F)C)(C)F |r|